5-Chloro-3-(4-fluorophenyl)-1,2,4-oxadiazole ClC1=NC(=NO1)C1=CC=C(C=C1)F